1,3-dibutyl-2-thiourea C(CCC)NC(=S)NCCCC